N-{2-[6-(2-acetamidoacetyl)-1,3,5,7-tetraoxo-1,2,3,5,6,7-hexahydro-s-indacen-2-yl]-2-oxoethyl}acetamide C(C)(=O)NCC(=O)C1C(C=2C=C3C(C(C(C3=CC2C1=O)=O)C(CNC(C)=O)=O)=O)=O